(3S,4R)-4-(4-(4-(1-(pent-3-yl)-1H-pyrazol-4-yl)pyrazolo[1,5-a]pyrazin-6-yl)-1H-pyrazol-1-yl)tetrahydrofuran-3-ol CCC(CC)N1N=CC(=C1)C=1C=2N(C=C(N1)C=1C=NN(C1)[C@H]1[C@@H](COC1)O)N=CC2